ClC1=CC(=CC=2OC3=C(C21)C=CC=C3)C3=C2C=CC=CC2=C(C2=CC=CC=C32)C=3C=NC2=C(C3)NN=C2 6-(10-(1-chlorodibenzofuran-3-yl)anthracen-9-yl)pyrazolopyridine